C(CC)C=1OC=CN1 2-propyloxazole